C(CCCCCCC\C=C/CCCCCCCC)(=O)OCCCC(OC(N(CCCN(C)C)CCCN(C)C)=O)CCCOC(CCCCCCC\C=C/CCCCCCCC)=O 7-[3-(dimethylamino) propyl]-4-(3-{[(10Z)-1-oxooctadec-9-enyl] oxy} propyl)-11-methyl-6-oxo-7,11-diaza-5-oxadodec-1-yl (10Z)-octadec-9-enoate